BrC1=C(N(C2=CC(=CC=C12)C#N)C1CCC1)C(C(=O)N)C(C)(C)C (3-bromo-6-cyano-1-cyclobutyl-1H-indol-2-yl)-3,3-dimethylbutyramide